3-[5-methoxy-3-methyl-2-oxo-4-(1,2,3,6-tetrahydropyridin-4-yl)benzimidazol-1-yl]Piperazine COC1=C(C2=C(N(C(N2C)=O)C2CNCCN2)C=C1)C=1CCNCC1